ClC=1C=C(C=CC1)[C@H](CN[C@@H](CC1=CC=C(OCC(=O)O)C=C1)C)O [4-[(2R)-2-[[(2R)-2-(3-chlorophenyl)-2-hydroxyethyl]amino]propyl]phenoxy]-acetic acid